4-(2-chloro-8-iodo-6-morpholino-9H-purin-9-yl)-2-methylbutan-2-ol ClC1=NC(=C2N=C(N(C2=N1)CCC(C)(O)C)I)N1CCOCC1